tert-butyl (S)-(1-(5-carbamoyl-4-((3,3-dimethyl-2-oxoindolin-5-yl)amino)pyrimidin-2-yl)piperidin-3-yl)carbamate C(N)(=O)C=1C(=NC(=NC1)N1C[C@H](CCC1)NC(OC(C)(C)C)=O)NC=1C=C2C(C(NC2=CC1)=O)(C)C